C(C)(C)N1N=CC(=C1)CN[C@@H]1[C@@H](CCCC1)OC=1C=C2CN(C(C2=CC1)=O)C1C(NC(CC1)=O)=O 3-(5-(((1R,2S)-2-(((1-isopropyl-1H-pyrazol-4-yl)methyl)amino)cyclohexyl)oxy)-1-oxoisoindolin-2-yl)piperidine-2,6-dione